1-(3-chloro-5'-fluoro-2'-methoxy-3'-(5-(6-methyl-2,6-diazaspiro[3.3]heptan-2-yl)pyridin-3-yl)-[1,1'-biphenyl]-4-yl)-3-methyl-1H-imidazol-2(3H)-one ClC=1C=C(C=CC1N1C(N(C=C1)C)=O)C1=C(C(=CC(=C1)F)C=1C=NC=C(C1)N1CC2(C1)CN(C2)C)OC